P(=O)(OCC=1C=NC(=C(C1C=O)O)CCC=1N=NN(C1)CC#C)([O-])[O-] (4-formyl-5-hydroxy-6-(2-(1-(prop-2-yn-1-yl)-1H-1,2,3-triazol-4-yl)ethyl)pyridin-3-yl)methyl phosphate